4,4'-Thiobis(6-tert-butyl-3-methyl-phenol) S(C1=C(C=C(C(=C1)C(C)(C)C)O)C)C1=C(C=C(C(=C1)C(C)(C)C)O)C